(S)-N-(4-amino-6-methylene-5-(quinolin-3-yl)-7,8-dihydro-6H-pyrimido[5,4-B]pyridin-7-yl)acrylamide NC1=NC=NC2=C1N(C([C@H](C2)NC(C=C)=O)=C)C=2C=NC1=CC=CC=C1C2